2-{2-bromo-4-fluoro-6-[(4-methoxyphenyl)methoxy]phenyl}-1,3-dioxolane BrC1=C(C(=CC(=C1)F)OCC1=CC=C(C=C1)OC)C1OCCO1